dinitro-3-nitroaminofurazan ammonium salt [NH4+].[N+](=O)([O-])C1(C(=NON1)N[N+](=O)[O-])[N+](=O)[O-]